ClC=1C=C(C=C(C1)F)[C@@H]1N(C[C@H](CC1)C)C(C(=O)NC=1C=C(C=NC1)C(=O)N)=O 5-[[2-[(2R,5S)-2-(3-chloro-5-fluoro-phenyl)-5-methyl-1-piperidyl]-2-oxo-acetyl]amino]pyridine-3-carboxamide